FC=1C=C(C=C(C1)O[C@@H](C(F)(F)F)C)CN |r| (±)-(3-fluoro-5-((1,1,1-trifluoropropan-2-yl)oxy)phenyl)methylamine